tin silver antimony [Sb].[Ag].[Sn]